ClC1=NC=NC=C1O 4-chloropyrimidin-5-ol